N-(6-bromo-2-methoxy-3-pyridyl)methanesulfonamide BrC1=CC=C(C(=N1)OC)NS(=O)(=O)C